C1(=CC=CC=C1)C1=NC(=NC(=N1)C1=CC=CC=C1)C1=C(C=C(C=C1)OCCCCCC)O 2-(4,6-diphenyl-1,3,5-triazin-2-yl)-5-[(hexyloxy)]-phenol